C1(CC1)C1=NC(=NC=C1)N (4-cyclopropylpyrimidin-2-yl)amine